NC=1N=NC(=CC1N1N=CC(=C1)N1CCN(CC1)C1CCC(CC1)C=1C=C(N(C)[C@@H]2C(NC(CC2)=O)=O)C=CC1)C1=C(C=CC=C1)O (3S)-3-[3-[4-[4-[1-[3-amino-6-(2-hydroxyphenyl)pyridazin-4-yl]pyrazol-4-yl]piperazin-1-yl]cyclohexyl]-N-methyl-anilino]piperidine-2,6-dione